C(C(=C)C)(=O)NCC(=O)NCC(=O)C1(O)[C@H](N)[C@@H](O)[C@H](O)[C@H](O1)CO N-methacryloylglycylglycylglucosamine